3,3-Dimethyl-11-(2-methyloctan-2-yl)-2,8-dioxatricyclo[7.3.1.05,13]trideca-1(12),9(13),10-triene CC1(OC2=CC(=CC=3OCCC(C1)C23)C(C)(CCCCCC)C)C